[C@H]12OC[C@H](N(C1)C1CCN(CC1)C1=C(C=C(C(=C1)OC)NC1=NC=NC(=C1)N1OCC[C@@H]1CC1=C(C(=CC=C1)Cl)Cl)NC(C=C)=O)C2 N-(2-(4-((1R,4R)-2-oxa-5-azabicyclo[2.2.1]heptane-5-yl)piperidine-1-yl)-5-((6-((S)-3-(2,3-dichlorobenzyl)isoxazolidine-2-yl)pyrimidine-4-yl)amino)-4-methoxyphenyl)acrylamide